methyl (E)-4-methoxybut-2-enoate COC/C=C/C(=O)OC